NC(=S)NNC(N)=O Thiobiurea